O[C@@]1(COCC2=C1NC(C1=C2C=C(S1)C=1C=NNC1)=O)C(F)(F)F (S)-4-hydroxy-8-(1H-pyrazol-4-yl)-4-(trifluoromethyl)-1,3,4,5-tetrahydro-6H-pyrano[4,3-b]Thieno[3,2-d]Pyridin-6-one